N-Methyl-N-phenylaniline CN(C1=CC=CC=C1)C1=CC=CC=C1